3-(tetrahydro-4H-pyran-4-ylidene)propan-1-ol O1CCC(CC1)=CCCO